C(C)(C)C1C=C(CCC1)CCC=O 3-(3-Isopropylcyclohex-1-en-1-yl)propanal